C(C)[Ti](OC(C)C)OC(C)C ethyl-diisopropoxytitanium